methyl 5-(3-bromophenyl)-2-((2-(trimethylsilyl)ethoxy)methyl)-2H-1,2,3-triazole-4-carboxylate BrC=1C=C(C=CC1)C=1C(=NN(N1)COCC[Si](C)(C)C)C(=O)OC